(butylamino)ethanethiol CCCCNCCS